BrC1=CC2=C(C(N(N=C2C(C)C)CC(=O)NC2CC(C2)(C)O)=O)S1 2-(2-Bromo-4-isopropyl-7-oxothieno[2,3-d]pyridazin-6(7H)-yl)-N-(cis-3-hydroxy-3-methylcyclobutyl)acetamide